(R)-7-(2-((4-amino-5-methoxypentyl)oxy)-6-chlorobenzyl)imidazo[2,1-f][1,2,4]triazin-4-amin N[C@H](CCCOC1=C(CC2=CN=C3C(=NC=NN32)N)C(=CC=C1)Cl)COC